C(C)C1=CC2=CC(=CC=C2C=C1)CC 2,7-diethylnaphthalene